ClCOC(=O)N1[C@@H](COC[C@@H]1C)C (3R,5S)-3,5-dimethylmorpholine-4-carboxylic acid chloromethyl ester